N-(4-(4-(methylsulfonyl)piperazin-1-yl)pyridin-2-yl)-6-(pyridin-4-yl)imidazo[1,2-a]pyridin-2-amine CS(=O)(=O)N1CCN(CC1)C1=CC(=NC=C1)NC=1N=C2N(C=C(C=C2)C2=CC=NC=C2)C1